N-((2-azaspiro[3.3]heptan-5-yl)methyl)-6-morpholinopyrimidin-4-amine C1NCC12C(CC2)CNC2=NC=NC(=C2)N2CCOCC2